N-(5-(3-(9H-purin-6-yl)pyridin-2-ylamino)-2-fluorophenyl)-3-(2-cyanopropan-2-yl)-5-methylbenzamide N1=CN=C2NC=NC2=C1C=1C(=NC=CC1)NC=1C=CC(=C(C1)NC(C1=CC(=CC(=C1)C)C(C)(C)C#N)=O)F